7-(6-Chloro-3-(((2-ethoxy-2-oxoethoxy)carbonyl)amino)-1H-pyrazolo[4,3-c]pyridin-1-yl)-6-methoxy-2,3-dihydro-4H-benzo[b][1,4]oxazine-4-carboxylic acid tert-butyl ester C(C)(C)(C)OC(=O)N1C2=C(OCC1)C=C(C(=C2)OC)N2N=C(C=1C=NC(=CC12)Cl)NC(=O)OCC(=O)OCC